5-[4-[(3S)-1-(3-fluoropropyl)pyrrolidin-3-yl]oxyphenyl]-6-[4-(trifluoromethyl-sulfanyl)phenyl]-8,9-dihydro-7H-benzo[7]annulen-2-ol FCCCN1C[C@H](CC1)OC1=CC=C(C=C1)C1=C(CCCC2=C1C=CC(=C2)O)C2=CC=C(C=C2)SC(F)(F)F